5-(2-cyano-6-methylphenyl)-2,3-bis(3,5-dimethylphenyl)pyrazine C(#N)C1=C(C(=CC=C1)C)C=1N=C(C(=NC1)C1=CC(=CC(=C1)C)C)C1=CC(=CC(=C1)C)C